FC1=C(C=CC(=C1)F)C=C1CC2(CN(C2)C(=O)OC(C)(C)C)C1 tert-butyl 6-[(2,4-difluorophenyl)methylene]-2-azaspiro[3.3]heptane-2-carboxylate